(1E)-1-phenyl-1-octen-3-yne C1(=CC=CC=C1)\C=C\C#CCCCC